4-(benzyloxy)-3-(5-(1-((2-(trimethylsilyl)ethoxy)methyl)-1H-tetrazol-5-yl)pyridin-3-yl)phenyl octylcarbamate C(CCCCCCC)NC(OC1=CC(=C(C=C1)OCC1=CC=CC=C1)C=1C=NC=C(C1)C1=NN=NN1COCC[Si](C)(C)C)=O